8-((3,5-difluoro-4-methoxybenzyl)thio)quinoline FC=1C=C(CSC=2C=CC=C3C=CC=NC23)C=C(C1OC)F